tert-butyl 5-methyl-1-oxo-1,3-dihydrospiro[indene-2,4'-piperidine]-1'-carboxylate CC=1C=C2CC3(CCN(CC3)C(=O)OC(C)(C)C)C(C2=CC1)=O